C(CCC)[Sn](O[Sn](CCCC)(CCCC)CCCC)(CCCC)CCCC tributyl-(tributylstannoxy)stannane